((5-fluoro-2-(5-fluoro-1-(2-fluorobenzyl)-1H-pyrazolo[3,4-b]pyridin-3-yl)pyrimidin-4-yl)amino)acetic acid FC=1C(=NC(=NC1)C1=NN(C2=NC=C(C=C21)F)CC2=C(C=CC=C2)F)NCC(=O)O